1'-methyl-5'-(trifluoromethyl)-1-((2-(trimethylsilyl)ethoxy)methyl)-1H,1'H-[3,4'-bipyrazol]-4-amine CN1N=CC(=C1C(F)(F)F)C1=NN(C=C1N)COCC[Si](C)(C)C